ClC1=CC=C2C(=C(NC2=C1Cl)C1=NN=CN1)C=1C=NN(C1)C1OCCCC1 6,7-dichloro-3-(1-(tetrahydro-2H-pyran-2-yl)-1H-pyrazol-4-yl)-2-(4H-1,2,4-triazol-3-yl)-1H-indole